FC(CN1N=CC(=C1)C1=NC(=NC=C1C(F)(F)F)NC1CCN(CC1)S(=O)(=O)N1CCC(CC1)C=O)(F)F 1-((4-((4-(1-(2,2,2-trifluoroethyl)-1H-pyrazol-4-yl)-5-(trifluoromethyl)pyrimidin-2-yl)amino)piperidin-1-yl)sulfonyl)piperidine-4-carbaldehyde